(S)-N-Methyl-N-(3-methyl-1-(pyrrolidin-1-yl)butan-2-yl)-4-(tri-fluoromethoxy)benzamide CN(C(C1=CC=C(C=C1)OC(F)(F)F)=O)[C@H](CN1CCCC1)C(C)C